1-(2-((1S,3aS,3bR,5aR,8S,10aS,10bR,12aS)-8-hydroxy-8-(methoxymethyl)-12a-methyloctadecahydrocyclohepta[a]cyclopenta[f]naphthalen-1-yl)-2-oxoethyl)-1H-pyrazole-4-carbonitrile O[C@]1(CC[C@@H]2[C@@H]([C@H]3CC[C@]4([C@H]([C@@H]3CC2)CC[C@@H]4C(CN4N=CC(=C4)C#N)=O)C)CC1)COC